C(#N)C=1C=CC2=CN(N=C2C1)C(C(C(=O)O)(C)C)C1=C2C=CNC2=C(C=C1OC)C 3-(6-cyano-2H-indazol-2-yl)-3-(5-methoxy-7-methyl-1H-indol-4-yl)-2,2-dimethylpropanoic acid